FC=1C=C(CN2CC(C2)C(=O)N2C3=C(OCC2)C(=CN=C3)C=3NC2=CC=C(C=C2C3)C#N)C=CC1 2-(4-(1-(3-Fluorobenzyl)azetidine-3-carbonyl)-3,4-dihydro-2H-pyrido[4,3-b][1,4]oxazin-8-yl)-1H-indole-5-carbonitrile